tert-butyl 4-[(7-chloro-1,6-naphthyridin-2-yl) (hydroxy)methyl]piperidine-1-carboxylate ClC1=NC=C2C=CC(=NC2=C1)C(C1CCN(CC1)C(=O)OC(C)(C)C)O